COC1=CC2=C(SCCN2)C=C1N1N=C(C=2C=NC(=CC21)C=2C=NN1C2N=CC=C1)NC(=O)OCC(=O)OCC ethyl 2-(((1-(6-methoxy-3,4-dihydro-2H-benzo[b][1,4]thiazin-7-yl)-6-(pyrazolo[1,5-a]pyrimidin-3-yl)-1H-pyrazolo[4,3-c]pyridin-3-yl)carbamoyl)oxy)acetate